C(\C=C\C(=O)O)(=O)O.C=CC(C)=C isoprene fumarate